1,3-diamino-5-methylhexane NCCC(CC(C)C)N